C1(CC1)CNC=1C(=C(C(=O)OC(C)C)C=CC1)F isopropyl 3-[(cyclopropylmethyl) amino]-2-fluorobenzoate